ClC=1C(=C(CNC=2NC(=C(N2)C=2C=C3C=NN(C3=CC2)C(F)F)C2=NC(=CC=C2)CC)C=CC1)F N-(3-chloro-2-fluorobenzyl)-4-(1-(difluoromethyl)-1H-indazol-5-yl)-5-(6-ethyl-pyridin-2-yl)-1H-imidazol-2-amine